C(C)N(C(C(F)(F)F)=O)C[C@H](C)OC=1N(N=CC1C=1C=C2C(=C(N1)C)N(N=C2C=C)C2OCCCC2)C N-ethyl-2,2,2-trifluoro-N-[(2S)-2-[2-methyl-4-(7-methyl-1-tetrahydropyran-2-yl-3-vinyl-pyrazolo[3,4-c]pyridin-5-yl)pyrazol-3-yl]oxypropyl]acetamide